N-[2-({[2-anilino-5-(trifluoromethyl)pyrimidin-4-yl]amino}methyl)-5-methylphenyl]-N-methylmethanesulfonamide N(C1=CC=CC=C1)C1=NC=C(C(=N1)NCC1=C(C=C(C=C1)C)N(S(=O)(=O)C)C)C(F)(F)F